(((1r,4r)-4-methoxycyclohexyl)(methyl)amino)but-2-enamide COC1CCC(CC1)N(C)C(C(=O)N)=CC